2,3-dihydrobenzo[b][1,4]dioxine-2-carboxylic acid O1C2=C(OCC1C(=O)O)C=CC=C2